NC1=C2N=CN(C2=NC(=N1)Cl)[C@H]1[C@H]([C@@H]([C@H](O1)COC(C(=O)O)(C(=O)O)CC1=C(C=C(C=C1)Cl)F)O)F 2-(((2R,3R,4S,5R)-5-(6-amino-2-chloro-9H-purin-9-yl)-4-fluoro-3-hydroxytetrahydrofuran-2-yl)methoxy)-2-(4-chloro-2-fluorobenzyl)malonic acid